O1C(CCCC1)OCC=1SC=CN1 (((tetrahydro-2H-pyran-2-yl)oxy)methyl)thiazole